ClC1=CC2=C([C@]3(OC([C@]2(O)[2H])([2H])[2H])C[C@@H](N([C@@H](C3)C=3N=NN(C3)C)C(C(F)(F)F)=O)C)S1 1-[(2S,4S,4'S,6S)-2'-chloro-4',5',5'-trideuterio-4'-hydroxy-2-methyl-6-(1-methyltriazol-4-yl)spiro[piperidine-4,7'-thieno[2,3-c]pyran]-1-yl]-2,2,2-trifluoro-ethanone